COC1=CCC2CCCC(C2=C1)=O 7-methoxy-1-tetrahydronaphthone